4-(3-Chloroanilino)-2'-{(2R)-2-methyl-3-[(thieno[3,2-b]pyridin-7-yl)oxy]propyl}-6'-[2-(morpholin-4-yl)ethoxy]-2',3'-dihydrospiro[cyclohexane-1,1'-indene]-4-carboxylic acid ClC=1C=C(NC2(CCC3(C(CC4=CC=C(C=C34)OCCN3CCOCC3)C[C@H](COC3=C4C(=NC=C3)C=CS4)C)CC2)C(=O)O)C=CC1